N-(1,3-Dimethylpyrazol-4-yl)sulfonyl-6-[3-(3,3,3-trifluoro-2,2-dimethylpropoxy)pyrazol-1-yl]-2-[(4S)-2,2,4-trimethylpyrrolidin-1-yl]pyridin-3-carboxamid CN1N=C(C(=C1)S(=O)(=O)NC(=O)C=1C(=NC(=CC1)N1N=C(C=C1)OCC(C(F)(F)F)(C)C)N1C(C[C@@H](C1)C)(C)C)C